OC1CC(C1)(C(=O)O)C1=CC=C(C=C1)OC(F)(F)F Z-3-hydroxy-1-[4-(trifluoromethoxy)phenyl]cyclobutanecarboxylic acid